FC(C(=O)O)(F)F.C(#N)CC(N1N=CC(=C1)C=1C2=C(N=CN1)NC=C2)C=2C=C(C(=O)NC1=CC=C(C=C1)C)C=CC2 3-{2-cyano-1-[4-(7H-pyrrolo-[2,3-d]pyrimidin-4-yl)-1H-pyrazol-1-yl]ethyl}-N-(4-methylphenyl)benzamide trifluoroacetate